C(C)OC(CC1=CC=CC=C1)=O.C(CCCCC)OC(C)=O.BrC1=C(C=CC=C1)C(=C)NC(C)=O N-(1-(2-bromophenyl)vinyl)acetamide hexyl-acetate ethyl-phenylacetate